BrC1=C(C=C(C=C1C)C(C)=O)C 1-(4-Bromo-3,5-dimethylphenyl)ethan-1-one